(S)-N'-(((R)-3-(difluoromethyl)-1,2,3,5,6,7-hexahydro-s-indacen-4-yl)carbamoyl)-6,7-dihydro-5H-pyrazolo[5,1-b][1,3]oxazine-3-sulfonimidamide FC([C@@H]1CCC2=CC=3CCCC3C(=C12)NC(=O)N=[S@@](=O)(N)C=1C=NN2C1OCCC2)F